N-(4-((3S,4R)-3-amino-4-methylpiperidin-1-yl)-5-(1-(difluoromethyl)-1H-pyrazol-4-yl)pyridin-2-yl)-2-(2-fluoro-6-methoxyphenyl)pyrimidin-4-amine N[C@@H]1CN(CC[C@H]1C)C1=CC(=NC=C1C=1C=NN(C1)C(F)F)NC1=NC(=NC=C1)C1=C(C=CC=C1OC)F